ClC1=CC=C(C=C1)C1=NN2C(C(=N1)N)=CN=C2CC=2N=NN(C2)C2=C(C=CC=C2)F (4-chlorophenyl)-7-{[1-(2-fluorophenyl)-1H-1,2,3-triazol-4-yl]methyl}imidazo[5,1-f][1,2,4]triazin-4-amine